C1(=C(C(=C(C(=C1[2H])[2H])[2H])[2H])[2H])[Si](C1=C(C(=C(C(=C1[2H])[2H])[2H])C1=C(C(=CC=C1)C=1C(=C(C(=C(C1[2H])[2H])[2H])[Si](C1=C(C(=C(C(=C1[2H])[2H])[2H])[2H])[2H])(C1=C(C(=C(C(=C1[2H])[2H])[2H])[2H])[2H])C1=C(C(=C(C(=C1[2H])[2H])[2H])[2H])[2H])[2H])NC=1C(=CC=CC1)N)[2H])(C1=C(C(=C(C(=C1[2H])[2H])[2H])[2H])[2H])C1=C(C(=C(C(=C1[2H])[2H])[2H])[2H])[2H] N1-(3,3''-Bis(tris(phenyl-d5)silyl)-[1,1':3',1''-terphenyl]-2'-yl-2,2'',4,4'',5,5'',6,6''-d8)benzene-1,2-diamine